N1=CC(=CC=C1)C(C)O 1-(3-pyridinyl)ethanol